N1(C=NC=C1)C=1N=C(C2=C(N1)C(=CN2COCC[Si](C)(C)C)C)C(=O)OCC ethyl 2-(1H-imidazol-1-yl)-7-methyl-5-((2-(trimethylsilyl) ethoxy) methyl)-5H-pyrrolo[3,2-d]pyrimidine-4-carboxylate